S1C2=C(C(=C1)C1=NC(=NC=C1F)NC=1C(=CC(=C(C1)NC(C=C)=O)N(C)CCN(C)C)OC)C=CC=C2 N-(5-((4-(benzo[b]thiophen-3-yl)-5-fluoropyrimidin-2-yl)amino)-2-((2-(dimethyl-amino)ethyl)(methyl)amino)-4-methoxyphenyl)acrylamide